dimethyl-dimethylsilylene(6-methyl-1,2,3,5-tetrahydro-s-indacen-5-yl)(adamantylamino)titanium CC([Si](=[Ti](NC12CC3CC(CC(C1)C3)C2)C2C=3C=C1CCCC1=CC3C=C2C)C)C